[Si](=O)=O.[Co] cobalt-silicon dioxide